CC1=NOC(=C1COC1=C(C(=O)NCC2=CC=C(C=C2)S(N)(=O)=O)C=CC=C1)C 2-((3,5-dimethylisoxazol-4-yl)methoxy)-N-(4-sulfamoylbenzyl)benzamide